N-[2-[[3-(2,2-dimethyl-3H-furo[2,3-c]pyridin-5-yl)-1,2,4-thiadiazol-5-yl]amino]-3-pyridyl]-N-methyl-acetamide CC1(CC=2C(=CN=C(C2)C2=NSC(=N2)NC2=NC=CC=C2N(C(C)=O)C)O1)C